N-methyl-N-(1-(((S)-1-methylaziridin-2-yl)sulfonyl)azetidine-3-carbonyl)-L-valine CN([C@@H](C(C)C)C(=O)O)C(=O)C1CN(C1)S(=O)(=O)C1[N@](C1)C